C(C1=CC=CC=C1)N1C(C(C(=C1C1=CC=CC=C1)CC)(CC(C(C(C(F)(F)F)(F)F)(F)F)(F)F)C)=O 1-Benzyl-4-ethyl-3-methyl-3-(2,2,3,3,4,4,5,5,5-nonafluoropentyl)-5-phenyl-1,3-dihydro-2H-pyrrol-2-one